β-ureidoisobutyric acid N(C(=O)N)CC(C(=O)O)C